Cl.CNCCC(CC=1C=NC=CC1)=O 4-methylamino-1-(pyridine-3-yl)butanone hydrochloride